tert-butyl 3-hydroxy-4-((S)-2-(2-hydroxyphenyl)-5,6,6a,7,9,10-hexahydro-8H-pyrazino[1',2':4,5]pyrazino[2,3-c]pyridazin-8-yl)pyrrolidine-1-carboxylate OC1CN(CC1N1C[C@H]2N(C=3C(=NN=C(C3)C3=C(C=CC=C3)O)NC2)CC1)C(=O)OC(C)(C)C